C(C)(C)(C)C1=CC=C(OCCCC(=O)NCC(=O)OCC2=CC=CC=C2)C=C1 benzyl (4-(4-(tert-butyl)phenoxy)butanoyl)glycinate